Cl.C1(CCCCC1)[C@H]1[C@@H](C1)N |r| rac-(1R,2S)-2-cyclohexylcyclopropane-1-amine hydrochloride